C(#N)C1(CC1)C(C)NC(C1=C(C=C(C=C1)C1=NO[C@](C1)(C(F)(F)F)C1=CC(=C(C(=C1)Cl)F)Cl)C)=O N-[1-(1-cyanocyclopropyl)ethyl]-4-[(5S)-5-(3,5-dichloro-4-fluorophenyl)-5-(trifluoromethyl)-4H-isoxazol-3-yl]-2-methyl-benzamide